C(C)(C)(C)OC(=O)C=1C=CC2=C(N(C(=N2)CN2CCC(CC2)C2=NC(=CC=C2)Cl)CC2OCC2)C1 ((4-(6-Chloropyridin-2-yl)piperidin-1-yl)methyl)-1-(oxetan-2-ylmethyl)-1H-benzo[d]imidazole-6-carboxylic acid tert.Butyl ester